2-(4-azaspiro[2.5]octan-4-yl)ethanamine C1CC12N(CCCC2)CCN